NC1=C(C=C(C=C1F)C(=O)C1=CC=C2C(=CC=CN12)C1=C(C2=C(N(C(=N2)C)C)C=C1C)Br)F (4-amino-3,5-difluorophenyl)(8-(4-bromo-1,2,6-trimethyl-1H-benzo[d]imidazol-5-yl)indolizin-3-yl)methanone